CC(C(=O)O[C@@H](C)C1CCCCC1)C.CC(C(=O)O[C@@H](C)C1CCCCC1)C bis((S)-1-cyclohexylethyl) bis(2-methylpropionate)